OC1CN(CCC1)CCC(=O)N1CCN(C2=CC=CC=C12)C1=CC=CC=C1 3-(3-Hydroxypiperidin-1-yl)-1-(4-phenyl-3,4-dihydroquinoxalin-1(2H)-yl)propan-1-one